S(CCCC(=O)[O-])CCCC(=O)OCCCCCCCCCCCCCCC pentadecyl thiodibutyrate